S(=O)(=O)(ON1[C@@H]2CC[C@H](N(C1=O)C2)C(NS(=O)(=O)N2CCC2)=N)O (2S,5R)-2-(N-(azetidin-1-ylsulfonyl) carbamimidoyl)-7-oxo-1,6-diazabicyclo[3.2.1]octan-6-yl hydrogen sulfate